C(C)(C)N1C2CC(CC1CC2)N2CCC(CC2)C=2C=C(C1=C(N(C(=N1)C=1C=C(C=3N(C1)N=CN3)OC)C)C2)C 6-(6-(1-(8-Isopropyl-8-azabicyclo[3.2.1]octan-3-yl)piperidin-4-yl)-1,4-dimethyl-1H-benzo[d]imidazol-2-yl)-8-methoxy-[1,2,4]triazolo[1,5-a]pyridin